(R)-1-cyclopropyl-2,2,2-trifluoroethane hydrochloride Cl.C1(CC1)CC(F)(F)F